tert-butyl (pyrrolidin-3-ylmethyl)carbamate hydrochloride Cl.N1CC(CC1)CNC(OC(C)(C)C)=O